3-hydroxy-N-butylphthalimide OC1=C2C(C(=O)N(C2=O)CCCC)=CC=C1